5-fluoro-6-(hydroxymethyl)-3,4-dihydroisoquinoline-2(1H)-carboxylic acid tert-butyl ester C(C)(C)(C)OC(=O)N1CC2=CC=C(C(=C2CC1)F)CO